The molecule is an acyl monophosphate(1-). It is a conjugate base of a formyl dihydrogen phosphate. It is a conjugate acid of a formyl phosphate(2-). C(=O)OP(=O)(O)[O-]